FC1=NN(C2=CC=CC=C12)C 3-fluoro-1-methyl-1H-indazol